N-(2-(5-cyclopropoxy-1H-pyrrolo[3,2-b]pyridin-3-yl)ethyl)acetamide C1(CC1)OC1=CC=C2C(=N1)C(=CN2)CCNC(C)=O